[1,2,4]triazolo[1,5-a]quinoxalin-4(5H)-one N1=CN=C2N1C1=CC=CC=C1NC2=O